C1(=CCCC=C1)\C=C\C(=O)C=1CCC=CC1 3,4,2',3'-tetrahydrochalcone